O=C1NC(CCC1N1CC2=CC=C(C=C2C1=O)CNC(OCC1CC12CCC(CC2)(F)F)=O)=O {6,6-difluorospiro[2.5]octan-1-yl}methyl N-{[2-(2,6-dioxopiperidin-3-yl)-3-oxo-2,3-dihydro-1H-isoindol-5-yl]methyl}carbamate